6-(2,6-difluorophenyl)-8-methyl-2-((6-(2-(piperazin-1-yl)ethoxy)pyridin-3-yl)amino)pyrido[2,3-d]pyrimidin-7(8H)-one FC1=C(C(=CC=C1)F)C1=CC2=C(N=C(N=C2)NC=2C=NC(=CC2)OCCN2CCNCC2)N(C1=O)C